COC1=CC=C(C(=O)NC2CCC3=CC(=CC=C23)/C=C/C(=O)O)C=C1 (E)-3-(1-(4-methoxybenzamido)-2,3-dihydro-1H-inden-5-yl)acrylic acid